OCC(CCCO)C 1,5-dihydroxy-2-methylpentane